BrC=1C(=NC(=C(C1)Br)C)OC[C@H](C)N (S)-1-((3,5-dibromo-6-methylpyridin-2-yl)oxy)propan-2-amine